(8R,9R,10S)-6-[(4-methoxyphenyl)carbamoyl]-9-[4-(2-phenylethynyl)phenyl]-1,6-diazabicyclo[6.2.0]decane-10-carboxylic acid COC1=CC=C(C=C1)NC(=O)N1CCCCN2[C@@H]([C@@H]([C@@H]2C1)C1=CC=C(C=C1)C#CC1=CC=CC=C1)C(=O)O